OC(=O)C(F)(F)F.FC1=CC(=C(C=C1)NC=1C(=NC=NC1)N1CC2(C1)CN(C2)CC2CCOCC2)C=2C(=NOC2C)C(C)C N-(4-fluoro-2-(3-isopropyl-5-methylisoxazol-4-yl)phenyl)-4-(6-((tetrahydro-2H-pyran-4-yl)methyl)-2,6-diazaspiro[3.3]heptan-2-yl)pyrimidin-5-amine TFA salt